1-(4-(6-chloro-8-fluoro-7-(5-methyl-1H-indazol-4-yl)-2-(1-methyl-piperidin-4-yloxy)quinazolin-4-yl)piperazin-1-yl)prop-2-en-1-one ClC=1C=C2C(=NC(=NC2=C(C1C1=C2C=NNC2=CC=C1C)F)OC1CCN(CC1)C)N1CCN(CC1)C(C=C)=O